6-ethoxy-4-(6-((3aR,6aS)-hexahydropyrrolo[3,4-c]pyrrol-2(1H)-yl)pyridin-3-yl)-1H-pyrazolo[3',4':3,4]pyrazolo[1,5-a]pyridine hydrochloride Cl.C(C)OC=1C=C(C=2N(C1)N=C1C2C=NN1)C=1C=NC(=CC1)N1C[C@@H]2CNC[C@@H]2C1